C(CN([C@@H](CO)C(=O)O)CC(=O)O)(=O)O serine, diacetic acid